C(C1=CC=CC=C1)N1CCCN(CCCN(CCC1)CC=1C(=C(C(=O)NC(CO)CO)C=C(C1)C)O)CC=1C(=C(C(=O)NC(CO)CO)C=C(C1)C)O 3'-[(9-benzyl-1,5,9-triazacyclododecane-1,5-diyl)bis(methylene)]bis[N-(1,3-dihydroxypropan-2-yl)-2-hydroxy-5-methylbenzamide]